O=C1CCC(C12C(CCC2)CO)=O 1,4-dioxospiro[4.4]nonane-6-methanol